methyl 7-isopropoxy-2-(tetrahydro-2H-pyran-3-yl)imidazo[1,2-a]pyrimidine-6-carboxylate C(C)(C)OC1=NC=2N(C=C1C(=O)OC)C=C(N2)C2COCCC2